3-(8-fluoro-1,2,3,5,6,7-hexahydro-s-indacen-4-yl)-1-[[4-(hydroxymethyl)furan-2-yl](imino)oxo-lambda6-sulfanyl]urea FC=1C=2CCCC2C(=C2CCCC12)NC(NS(=O)(=N)C=1OC=C(C1)CO)=O